Cl.IC=1C(=NC=NC1N1CCNCC1)C 5-iodo-4-methyl-6-(piperazin-1-yl)pyrimidine hydrochloride